2-hexylamino-4,6-dimercapto-1,3,5-triazine C(CCCCC)NC1=NC(=NC(=N1)S)S